tert-butyl (R)-3-cyanopyrrolidine-1-carboxylate C(#N)[C@H]1CN(CC1)C(=O)OC(C)(C)C